C(N)(=N)C1=CC=C(C=C1)NC(=O)NC1=CC=C(C=C1)Cl 1-(4-amidinophenyl)-3-(4-chlorophenyl)urea